(S)-N-(1-(2,4-difluorophenyl)ethyl)-2-(2,4-dioxo-1,4-dihydropyrido[3,2-d]pyrimidin-3(2H)-yl)acetamide FC1=C(C=CC(=C1)F)[C@H](C)NC(CN1C(NC2=C(C1=O)N=CC=C2)=O)=O